bromo-2-[4-(2,6-difluorobenzenesulfonyl)-1-piperazinyl]benzothiazole-6-carboxylic acid BrC1=CC(=CC2=C1N=C(S2)N2CCN(CC2)S(=O)(=O)C2=C(C=CC=C2F)F)C(=O)O